8-phenyl-1,3-diazaspiro[4.5]decane-2,4-dione C1(=CC=CC=C1)C1CCC2(C(NC(N2)=O)=O)CC1